N-(6-((3,3-dimethyl-1,5-dioxo-1,2,3,5-tetrahydroimidazo[1,5-a]pyridin-6-yl)-amino)pyrimidin-4-yl)cyclopropanecarboxamide CC1(NC(C=2N1C(C(=CC2)NC2=CC(=NC=N2)NC(=O)C2CC2)=O)=O)C